4-(2-bromo-4-fluorophenyl)-N-(2-chloro-6-fluorophenyl)1,3-dimethyl-1H-pyrazol-5-amine BrC1=C(C=CC(=C1)F)C=1C(=NN(C1NC1=C(C=CC=C1F)Cl)C)C